5-[(5-{(E)-[1-(m-tolyl)ethylidene]hydrazino}-7-morpholino-3H-1,3,4-triazainden-3-yl)methyl]-2-pyrrolidinone C1(=CC(=CC=C1)\C(\C)=N\NC=1N=C2N(C=NC2=C(C1)N1CCOCC1)CC1CCC(N1)=O)C